BrC1=NC(=C(C(=O)OC)C(=C1)C(=C)OCC)F methyl 6-bromo-4-(1-ethoxyvinyl)-2-fluoronicotinate